[4-(3-cyanophenyl)-5-(4-methylquinazolin-6-yl)thiazol-2-yl]-1-oxa-4,9-diazaspiro[5.5]undecane-9-carboxamide C(#N)C=1C=C(C=CC1)C=1N=C(SC1C=1C=C2C(=NC=NC2=CC1)C)C1OC2(CNC1)CCN(CC2)C(=O)N